C=C(C(=O)OCCC(=O)O)CC(OC1(COC1)C1=CC=C(C=C1)C(F)(F)F)=O 3-((2-methylene-4-oxo-4-((3-(4-(trifluoromethyl)phenyl)oxetan-3-yl)oxy)butanoyl)oxy)propanoic acid